P(OC1=CC=C(C=C1)C(C)(C)CC)(OC1=CC=C(C=C1)C(C)(C)CC)OC1=CC=C(C=C1)C(C)(C)CC tris(4-tert-pentylphenyl) phosphite